FC=1N=C(SC1CN1C[C@]2(C[C@@H]1C)CC=1C(=CN=CC1)O2)NC(C)=O N-(4-fluoro-5-(((2r,5's)-5'-methyl-3H-spiro[furo[2,3-c]pyridin-2,3'-pyrrolidin]-1'-yl)methyl)thiazol-2-yl)acetamide